di(pentachlorotridecanoyl) peroxide ClC(C(=O)OOC(C(CCCCCCCCCCC(Cl)(Cl)Cl)(Cl)Cl)=O)(CCCCCCCCCCC(Cl)(Cl)Cl)Cl